4-([1,1'-biphenyl]-3-yl)-N-(3-methyl-quinuclidin-3-yl)piperazine-1-carboxamide C1(=CC(=CC=C1)N1CCN(CC1)C(=O)NC1(CN2CCC1CC2)C)C2=CC=CC=C2